N-(1-(2-(2,2-difluoroethoxy)-3,5-difluorophenyl)ethyl)-3-(1H-pyrazol-4-yl)pyrazolo[1,5-a]pyrimidin-5-amine FC(COC1=C(C=C(C=C1F)F)C(C)NC1=NC=2N(C=C1)N=CC2C=2C=NNC2)F